1-methyl-5-(trifluoromethyl)-1H-pyrazole-4-carboxylic acid CN1N=CC(=C1C(F)(F)F)C(=O)O